C(CC)N1N=CC(=C1)C(=O)NC1CCC(CC1)NC1=CC=CC=2N1C=C(N2)C(F)F 1-propyl-N-[(1s,4s)-4-{[2-(difluoromethyl)imidazo[1,2-a]pyridin-5-yl]amino}cyclohexyl]-1H-pyrazole-4-carboxamide